OC1(CC=CC=C1)CC 1-hydroxy-phenylethane